(4-chloro-3-nitrophenyl)(phenyl)methanol ClC1=C(C=C(C=C1)C(O)C1=CC=CC=C1)[N+](=O)[O-]